(E)-8-decen-5-one CCCCC(CC\C=C\C)=O